(1r,2r)-1-(6-bromo-2-methoxyquinolin-3-yl)-4-dimethylamino-2-(1-naphthyl)-1-phenyl-butan-2-ol BrC=1C=C2C=C(C(=NC2=CC1)OC)[C@H]([C@@](CCN(C)C)(O)C1=CC=CC2=CC=CC=C12)C1=CC=CC=C1